N1-((1r,3r,5r,7r)-adamantan-2-yl)-N2-((5-(4-chloro-phenyl)-1-(2,4-dichloro-phenyl)-4-methyl-1H-pyrazol-3-yl)methyl)-N2-methylethane-1,2-diamine C12C(C3CC(CC(C1)C3)C2)NCCN(C)CC2=NN(C(=C2C)C2=CC=C(C=C2)Cl)C2=C(C=C(C=C2)Cl)Cl